ethylendiamine disuccinate C1(CCC(=O)ON2CCN(O1)OC(CCC(=O)O2)=O)=O